(2s,4s)-4-hydroxy-2-methyl-piperidine-1-carboxylic acid tert-butyl ester C(C)(C)(C)OC(=O)N1[C@H](C[C@H](CC1)O)C